C(CCCCCCC\C=C/C\C=C/CCCCC)(=O)OCC(COC(CC12CC3CC(CC(C1)C3)C2)=O)COC(=O)OCC2CN(CC2)CC 3-(2-((3r,5r,7r)-adamantan-1-yl)acetoxy)-2-(((((1-ethylpyrrolidin-3-yl)methoxy)carbonyl)oxy)methyl)propyl (9Z,12Z)-octadeca-9,12-dienoate